C1(CC1)N(CC[C@@H](C(=O)O)NC1=C2C(=NC=N1)N(N=C2)C)CCCCC2=NC=1NCCCC1C=C2 (S)-4-(cyclopropyl(4-(5,6,7,8-tetrahydro-1,8-naphthyridin-2-yl)butyl)amino)-2-((1-methyl-1H-pyrazolo[3,4-d]pyrimidin-4-yl)amino)butanoic acid